C(C1=CC=CC=C1)(=O)O[C@H]1[C@@H](O[C@@H]([C@H]1OC(C1=CC=CC=C1)=O)COC(C1=CC=CC=C1)=O)C=1C=NN2C1N=CN=C2N(C(C2=CC=CC=C2)=O)C(C2=CC=CC=C2)=O (2S,3S,4R,5R)-2-(4-(N-benzoylbenzamido)pyrazolo[1,5-a][1,3,5]triazin-8-yl)-5-((benzoyloxy)methyl)tetrahydrofuran-3,4-diyl Dibenzoate